tert-butyl (S)-2-((tert-butoxycarbonyl)amino)-3-(3-cyano-1-methyl-1H-pyrazol-4-yl)propanoate C(C)(C)(C)OC(=O)N[C@H](C(=O)OC(C)(C)C)CC=1C(=NN(C1)C)C#N